NC=1C(NC(N(C1)S(=O)(=O)C=1C=C2C(N(CC2=CC1)C1C(NC(CC1)=O)=O)=O)=O)=O 5-amino-1-((2-(2,6-dioxopiperidin-3-yl)-3-oxoisoindolin-5-yl)sulfonyl)pyrimidine-2,4(1H,3H)-dione